ClCC1=C(C(=O)NCCCCO)C=CC=C1 (chloromethyl)-N-(4-hydroxybutyl)benzamide